O=C1OC2=C(N1)C=CC(=C2)C=2C=C(C=NC2)NC=2C=C(C#N)C=CC2 3-((5-(2-Oxo-2,3-dihydrobenzo[d]oxazol-6-yl)pyridin-3-yl)amino)benzonitrile